Cl(=O)(=O)O.CN1N(C(=CC1)C1=CC=CC=C1)C 1,2-dimethyl-3-phenylpyrazoline chlorate